C1(CC1)N1N=CC(=C1)C1=CN2C(S1)=C(C=N2)C(=O)NC=2C(=NC=C(C2)C(NCCN2C(CCC2)(C)C)=O)C (1-cyclopropyl-1H-pyrazol-4-yl)-N-(5-((2-(2,2-dimethylpyrrolidin-1-yl)ethyl)carbamoyl)-2-methylpyridin-3-yl)pyrazolo[5,1-b]thiazole-7-carboxamide